N-(3,5-difluoro-4-{[3-(2-fluoro-3-methoxyphenyl)-1-{[2-(trimethylsilyl)ethoxy]methyl}-1H-pyrrolo[2,3-b]pyridin-4-yl]oxy}phenyl)-N'-[(3-fluorooxetan-3-yl)methyl]urea FC=1C=C(C=C(C1OC1=C2C(=NC=C1)N(C=C2C2=C(C(=CC=C2)OC)F)COCC[Si](C)(C)C)F)NC(=O)NCC2(COC2)F